9-{2,6-anhydro-3-O-benzyl-4-[(benzyloxy)methyl]-5-deoxy-α-L-lyxo-hexofuranosyl}-2-chloro-9H-purin-6-amine C(C1=CC=CC=C1)O[C@H]1[C@@H]2[C@@H](O[C@]1(CCO2)COCC2=CC=CC=C2)N2C1=NC(=NC(=C1N=C2)N)Cl